C(C)(=O)O[C@H]1[C@@H](O[C@]([C@H]1OCC1=CC=CC=C1)(CF)COCC1=CC=CC=C1)N1C(NC(C(=C1)F)=O)=O (2R,3R,4S,5R)-4-(benzyloxy)-5-((benzyloxy)methyl)-2-(5-fluoro-2,4-dioxo-3,4-dihydropyrimidin-1(2H)-yl)-5-(fluoromethyl)tetrahydrofuran-3-yl acetate